FC(CN1C(=NC=2C(=NC(=CC21)C)C2=CC(=C(C=C2)C(=O)N2CCOCC2)F)C(F)(F)F)F (4-(1-(2,2-difluoroethyl)-6-methyl-2-(trifluoromethyl)-1H-imidazo[4,5-c]pyridin-4-yl)-2-fluorophenyl)(morpholin-4-yl)methanone